2-iodo-3-[2-(dimethylamino)ethyl]-1H-indol-4-yl butyrate C(CCC)(=O)OC1=C2C(=C(NC2=CC=C1)I)CCN(C)C